C(C1=CC=CC=C1)O[C@@H](C(=O)N[C@@H](C(C(=O)NCC1=NC=C(C=C1)Cl)O)CC1=CC=C(C=C1)F)C (3R)-3-((R)-2-(benzyloxy)propionamido)-N-((5-chloropyridin-2-yl)methyl)-4-(4-fluorophenyl)-2-hydroxylbutyramide